3-(N-((8-chloro-1,2,3,5,6,7-hexahydro-s-indacen-4-yl)carbamoyl)sulfamoyl)-1-methyl-1H-pyrazole-5-carboxylic acid ClC=1C=2CCCC2C(=C2CCCC12)NC(=O)NS(=O)(=O)C1=NN(C(=C1)C(=O)O)C